3-(3-chloro-2-ethylanilino)-2-{3-[(oxetan-2-yl)methoxy]pyridin-4-yl}-1,5,6,7-tetrahydro-4H-pyrrolo[3,2-c]pyridin-4-one ClC=1C(=C(NC2=C(NC3=C2C(NCC3)=O)C3=C(C=NC=C3)OCC3OCC3)C=CC1)CC